ethyl 3-[(tert-butoxycarbonylamino)methyl]-5-isobutyl-4H-1,2-oxazole-5-carboxylate C(C)(C)(C)OC(=O)NCC1=NOC(C1)(C(=O)OCC)CC(C)C